8-(3-(2,3-dimethyl-2-butoxycarbonyl)phenyl)-tetracyclo[4.4.0.12,5.17,10]-3-dodecene CC(C)(C(C)C)OC(=O)C=1C=C(C=CC1)C1C2C3C4C=CC(C3C(C1)C2)C4